BrC1=CC(=C(CNC(=O)[C@]2(C=3C=CC=NC3[C@H](CC2)O)F)C=C1)F (5S,8S)-N-(4-bromo-2-fluorobenzyl)-5-fluoro-8-hydroxy-5,6,7,8-tetra-hydroquinoline-5-carboxamide